6-Chloro-N-[1-(1-methylethyl)piperidin-4-yl]-2-{4-[4-(pyrimidin-5-ylmethyl)piperazin-1-yl]phenyl}-3H-imidazo[4,5-b]pyridin-7-amine ClC=1C(=C2C(=NC1)NC(=N2)C2=CC=C(C=C2)N2CCN(CC2)CC=2C=NC=NC2)NC2CCN(CC2)C(C)C